5-chloro-4-(cyclopentylmethoxy)-2-fluorobenzoic acid ClC=1C(=CC(=C(C(=O)O)C1)F)OCC1CCCC1